S(=O)(=O)(O)O.COC=1C=C2C(=CC=NC2=CC1OC)OC=1C=CC(=NC1)NC(=O)C=1C(N(C=2CCCC(C2C1)=O)C1=CC=CC=C1)=O N-{5-[(6,7-dimethoxy-4-quinolyl)oxy]-2-pyridyl}-2,5-dioxo-1-phenyl-1,2,5,6,7,8-hexahydro-3-quinolinecarboxamide sulfate